CC1=CC=C(C=C1)S(=O)(=O)[O-] 4-methylphenylsulfonate